(R*)-(3-amino-6-(oxetan-3-ylsulfonyl)-4,5,6,7-tetrahydropyrazolo[3,4-c]pyridin-2-yl)(8-methyl-1,2,3,4-tetrahydroquinolin-4-yl)methanone NC=1N(N=C2CN(CCC21)S(=O)(=O)C2COC2)C(=O)[C@@H]2CCNC1=C(C=CC=C21)C |o1:19|